tert-butyl (2R,3S,4S)-4-[(tert-butoxycarbonyl)oxy]-2-{[4-(2,2-difluoro-1,3-dihydroinden-5-yl)phenyl]methyl}-3-hydroxypyrrolidine-1-carboxylate C(C)(C)(C)OC(=O)O[C@@H]1[C@H]([C@H](N(C1)C(=O)OC(C)(C)C)CC1=CC=C(C=C1)C=1C=C2CC(CC2=CC1)(F)F)O